C(C)(C)C=1C=C(C=C(C1)C(C)C)C1=NN(C(=C1O)C)C 3-(3,5-Diisopropylphenyl)-1,5-dimethylpyrazol-4-ol